TETRALIN-1,4-DIONE C1(CCC(C2=CC=CC=C12)=O)=O